CC1=CCOC(=C1)CCCCC 4-methyl-6-amyl-2H-pyran